3-(4-(2-((1-(cyclopropanecarbonyl)-1H-indol-5-yl)amino)-5-fluoropyrimidin-4-yl)-1H-pyrazol-1-yl)propionitrile C1(CC1)C(=O)N1C=CC2=CC(=CC=C12)NC1=NC=C(C(=N1)C=1C=NN(C1)CCC#N)F